(4-aminophenyl)-2,4-dimethylpyridine 1-oxide NC1=CC=C(C=C1)C=1C(=[N+](C=CC1C)[O-])C